C(C)N1CCC(CC1)C(=O)OCC ethyl ethylpiperidine-4-carboxylate